FC1(CCN(CC1)C=1C(=NC2=CC(=CC(=C2N1)[C@@H](C)NC=1C(=NC(=CC1)C)C(=O)O)C)C)F (R)-3-((1-(3-(4,4-difluoropiperidin-1-yl)-2,7-dimethylquinoxalin-5-yl)ethyl)amino)-6-methylpicolinic acid